2-((14-(triethylsilyl)tetradecyl)oxy)ethyl hydrogen ((((R)-1-(6-amino-9H-purin-9-yl)propan-2-yl)oxy)methyl)phosphonate NC1=C2N=CN(C2=NC=N1)C[C@@H](C)OCP(OCCOCCCCCCCCCCCCCC[Si](CC)(CC)CC)(O)=O